3-(dimethyl-amino)propionic acid hydrochloride Cl.CN(CCC(=O)O)C